decyl-acrylamide C(CCCCCCCCC)C(C(=O)N)=C